FC1=CC=CC=2C=3C(CN(C3C=CC21)C(=O)OC(C)(C)C)C tert-Butyl 6-fluoro-1-methyl-1,2-dihydro-3H-benzo[e]indole-3-carboxylate